N-methyl-4-((6-(3-(4-methyl-1H-imidazol-1-yl)-5-(trifluoromethyl)benzamido)indolin-1-yl)methyl)picolinamide CNC(C1=NC=CC(=C1)CN1CCC2=CC=C(C=C12)NC(C1=CC(=CC(=C1)C(F)(F)F)N1C=NC(=C1)C)=O)=O